1-(3,4-difluorophenyl)pyrazole-3-carbonitrile FC=1C=C(C=CC1F)N1N=C(C=C1)C#N